CN(C1=CC=C(C=C1)N1N=NC(=C1)CO)C [1-(4-dimethylamino-phenyl)-1H-[1,2,3]Triazol-4-yl]-methanol